(S)-1-(4-((1-(5-(3,5-difluorophenyl)-4,5-dihydro-1H-pyrazole-1-carbonyl)azetidin-3-yl)oxy)-5-fluoropyridin-2-yl)-N-hydroxy-3,5-dimethyl-1H-pyrazole-4-carboxamide FC=1C=C(C=C(C1)F)[C@@H]1CC=NN1C(=O)N1CC(C1)OC1=CC(=NC=C1F)N1N=C(C(=C1C)C(=O)NO)C